tetraethylenglycol diacrylate C(C=C)(=O)OCCOCCOCCOCCOC(C=C)=O